CC1=CC=C(C=C1)CC(=O)NC1=CC(=C(C=C1)C=1C=NC=C(C1)C(F)(F)F)S(N)(=O)=O 2-(4-methylphenyl)-N-{3-sulfamoyl-4-[5-(trifluoromethyl)pyridin-3-yl]Phenyl}acetamide